(R) or (S)-N-(amino(4-(2-hydroxypropan-2-yl)thiophen-2-yl)(oxo)-λ6-sulfaneylidene)-2-(3-fluoro-2,6-diisopropylphenyl)acetamide N[S@](=NC(CC1=C(C(=CC=C1C(C)C)F)C(C)C)=O)(=O)C=1SC=C(C1)C(C)(C)O |o1:1|